morpholinopropan O1CCN(CC1)CCC